(2S)-1-[2-(2,3-dihydro-1,4-benzodioxine-6-sulfonyl)-2H,4H,5H,6H-pyrrolo[3,4-c]pyrazol-5-yl]-3-hydroxy-2-methyl-2-(pyridin-2-yl)propan-1-one O1CCOC2=C1C=CC(=C2)S(=O)(=O)N2N=C1C(=C2)CN(C1)C([C@](CO)(C1=NC=CC=C1)C)=O